ClC1=C(C=CC(=C1)F)NC1=NC=CC2=CC(=C(C=C12)C(C(=O)N)CCN1CCCCC1)OC (1-((2-chloro-4-fluorophenyl)amino)-6-methoxyisoquinolin-7-yl)-4-(piperidin-1-yl)butanamide